ClC=1C=2N(C=CN1)C(=NC2)C(C)C2=C(C=C(C(=C2)Cl)C)OCC 8-chloro-3-(1-(5-chloro-2-ethoxy-4-methylphenyl)ethyl)imidazo[1,5-a]pyrazine